5-chloro-2-methyl-N-((1r,4r)-4-((3-(3-methylbenzo[d]isoxazol-6-yl)-2-oxo-2,3-dihydro-1H-benzo[d]imidazol-1-yl)methyl)cyclohexyl)nicotinamide ClC=1C=NC(=C(C(=O)NC2CCC(CC2)CN2C(N(C3=C2C=CC=C3)C3=CC2=C(C(=NO2)C)C=C3)=O)C1)C